BrC=1C=C(SC1C=O)C(=O)OC methyl 4-bromo-5-formylthiophene-2-carboxylate